C(C1=CC=CC=C1)(=O)OCC(=O)C1=C(C(=CC=C1)C)O benzoyloxy-2'-hydroxy-3'-methylacetophenone